2,4-Bis(benzyloxy)-6-chloro-1,3,5-triazine C(C1=CC=CC=C1)OC1=NC(=NC(=N1)OCC1=CC=CC=C1)Cl